(±)-methyl 2-bromo-4-[3-[(4,5-dichloro-1-methyl-indole-2-carbonyl)amino] tetrahydrofuran-3-yl]benzoate BrC1=C(C(=O)OC)C=CC(=C1)[C@]1(COCC1)NC(=O)C=1N(C2=CC=C(C(=C2C1)Cl)Cl)C |r|